phenyl(3-(difluoromethoxy)-5-(2-morpholinoethoxy)phenyl)carbamate C1(=CC=CC=C1)OC(NC1=CC(=CC(=C1)OCCN1CCOCC1)OC(F)F)=O